2-chloromethyl-3,5-dimethyl-4-methoxypyridine alpha-acetamidocinnamic acid salt C(C)(=O)NC(C(=O)O)=CC1=CC=CC=C1.ClCC1=NC=C(C(=C1C)OC)C